OC(=O)C(F)(F)F.ONC(C1=CC=C(C=C1)CCCN1CCC(CC1)CNC1C(C1)C=1C=NC=CC1)=O N-hydroxy-4-(3-(4-(((2-(pyridin-3-yl)cyclopropyl)amino)methyl)piperidin-1-yl)propyl)benzamide TFA salt